C(#C)C1=C2C(=CC(=CC2=CC=C1)O)C1=C(C=2N=C(N=C(C2C=N1)N1[C@@H]2[C@H]([C@@H]2COCC1)F)OC[C@H]1N(CCC1)C)F 5-ethynyl-4-(8-fluoro-4-((1S,7S,8S)-8-fluoro-5-oxa-2-azabicyclo[5.1.0]octan-2-yl)-2-(((S)-1-methylpyrrolidin-2-yl)methoxy)pyrido[4,3-d]pyrimidin-7-yl)naphthalen-2-ol